3-bromo-2-(2,6-dimethylphenyl)-4,5,6,7-tetrahydro-2H-pyrazolo[4,3-c]Pyridine hydrochloride Cl.BrC=1N(N=C2C1CNCC2)C2=C(C=CC=C2C)C